O1C=C(C=C1)C=1C(=CC2=CN(N=C2C1)CCC(C)(C)O)NC(C1=CN=CC(=C1)[N+](=O)[O-])=O N-(6-(furan-3-yl)-2-(3-hydroxy-3-methylbutyl)-2H-indazol-5-yl)-5-nitronicotinamide